3-(p-tolyl(ureido)phenyl)pentanoate C1(=C(C=CC=C1)C1=CC(=C(C=C1)C(CC(=O)[O-])CC)NC(=O)N)C